C1(=CC=CC=C1)[Se]C1=C(CCCC1)CCNC(C1=NC=CC=C1)=O N-(2-(2-(phenylselanyl)cyclohex-1-en-1-yl)ethyl)picolinamide